SC[Si]([Si](C)(C)C)([Si](C)(C)C)[Si](C)(C)C sulfhydryl-methyl-tri(trimethylsilyl)silane